OC1CC(=NC(N1)=O)N 5,6-Dihydro-6-hydroxy-cytosine